2'-chloro-N-(5-(cyclohexyloxy)-1,3,4-thiadiazol-2-yl)-5'-methoxy-6-methyl-(4,4'-bipyridine) ClC1=NC=C(C(=C1)C1=CCN(C(=C1)C)C=1SC(=NN1)OC1CCCCC1)OC